C(C1=CC=CC=C1)=C1C(C(C(C(=C1C(C)C)C1=CC=CC=C1)C(C)C)=CC1=CC=CC=C1)C(C)C dibenzylidene-2,4,6-triisopropylbiphenyl